FC1=CC=C(C=C1)CCCN1[C@@H]([C@H]([C@@H]([C@H](C1)O)O)O)C (2R,3R,4R,5S)-1-(3-(4-fluorophenyl)propyl)-2-methylpiperidine-3,4,5-triol